(E)-methyl 4-phenyl-3-butenoate C1(=CC=CC=C1)/C=C/CC(=O)OC